3-cyanopropyl-triethoxysilane C(#N)CCC[Si](OCC)(OCC)OCC